tert-butyl (1S,3aS,6aR)-5-benzyl-1-(((tert-butyldimethylsilyl)oxy)methyl)-3-oxohexahydropyrrolo[3,4-c]pyrrole-2(1H)-carboxylate C(C1=CC=CC=C1)N1C[C@H]2[C@@H](C1)C(N([C@@H]2CO[Si](C)(C)C(C)(C)C)C(=O)OC(C)(C)C)=O